C(#N)C1=C(C=C(C2=C1CCO2)C2=CC=C(C=C2)OC(F)(F)F)NCC(C(=O)NO)=C 2-(((4-cyano-7-(4-(trifluoromethoxy)phenyl)-2,3-dihydrobenzofuran-5-yl)amino)methyl)-N-hydroxyacrylamide